FC(C(=O)O)(F)F.FC(C(=O)O)(F)F.N1=CC(=CC=C1)C#N pyridine-3-carbonitrile bis(2,2,2-trifluoroacetate)